ClC=1C=C(C=CC1)CCN1C[C@H]([C@@H](C1)C)COC1=CC=C(C=C1)S(=O)(=O)C (3S,4S)-1-[2-(3-chlorophenyl)ethyl]-3-[(4-methylsulfonylphenoxy)methyl]-4-methylpyrrolidine